4-cyano-4'-decyloxy-p-terphenyl C(#N)C1=CC=C(C=C1)C1=CCC(C=C1)(C1=CC=CC=C1)OCCCCCCCCCC